FC1=C(C#N)C(=CC(=C1)[C@@H]1CC[C@H](CC1)CCCCC)F 2,6-difluoro-4-(trans-4-pentylcyclohexyl)benzonitrile